C(C)C(COC(C(CC(=O)OCC(CCCC)CC)S(=O)(=O)O)=O)CCCC.C1(C=CC2=CC=CC=C12)C#N indenecarbonitrile 1,4-bis(2-ethylhexoxy)-1,4-dioxobutane-2-sulfonate